C(C)(C)(C)OC(=O)N([C@@H](CCCNC(N)=N)C(=O)O)C(=O)OC(C)(C)C bis-t-butoxycarbonyl-L-arginine